2-amino-N-((6-bromo-3-pyridazinyl)methyl)-3-methyl-N-((1R)-1-(1-methyl-1H-1,2,4-triazol-3-yl)ethyl)-6-quinolinecarboxamide NC1=NC2=CC=C(C=C2C=C1C)C(=O)N([C@H](C)C1=NN(C=N1)C)CC=1N=NC(=CC1)Br